Allyl (S)-(5-(benzyloxy)-2-(6-(hydroxymethyl)-4-(4-(N-methylsulfamoyl)-phenyl)-1,2,3,6-tetrahydropyridine-1-carbonyl)-4-methoxyphenyl)-carbamate C(C1=CC=CC=C1)OC=1C(=CC(=C(C1)NC(OCC=C)=O)C(=O)N1CCC(=C[C@H]1CO)C1=CC=C(C=C1)S(NC)(=O)=O)OC